C(C1=CC=CC=C1)OC1=NC(=CC=C1)Br 2-benzyloxy-6-bromo-pyridine